O=C(C(=O)OCCCCCCCCOCC1=CC=CC=C1)CCC(=O)OCCCCCCCCOCC1=CC=CC=C1 bis(8-(benzyloxy)octyl) 2-oxopentanedioate